[C@@H]12NC[C@@H](C[C@@H]1C1=CC=C(C=C1)C1=CC(=CC3=CC(=CC=C13)C1=CC=C(C=C1)C(F)(F)F)C(=O)OCC)C2 Ethyl 4-(4-((1S,4S,6R)-2-azabicyclo[2.2.1]heptan-6-yl)phenyl)-7-(4-(trifluoromethyl)phenyl)-2-naphthoate